(2-ethoxy-3-pyridyl)boronic acid C(C)OC1=NC=CC=C1B(O)O